C(C)(C)(C)OC(=O)N1C[C@H](CC1)C=1C=NC=CC1F.BrCCN1C(OC2=C1C=CC=C2)=O N-(2-bromoethyl)benzoxazolinone (R)-tert-butyl-3-(4-fluoropyridin-3-yl)pyrrolidine-1-carboxylate